1-{2-[(tert-butyldiphenylsilyl)oxy]-3-(dimethylamino)propyl}-1H-pyrazol-4-amine [Si](C1=CC=CC=C1)(C1=CC=CC=C1)(C(C)(C)C)OC(CN1N=CC(=C1)N)CN(C)C